O=C1NC(CCC1N1CC2=CC=C(C=C2C1=O)CNC(OCC=1SC2=C(N1)CCC(C2)(C)C)=O)=O (6,6-dimethyl-4,5,6,7-tetrahydrobenzo[d]thiazol-2-yl)methyl ((2-(2,6-dioxopiperidin-3-yl)-3-oxoisoindolin-5-yl)methyl)carbamate